OC1=CC=C(C=C1)CCC(=O)O 3-(4-hydroxyphenyl)-propionic acid